[Li]N1CCC=CC1 1-lithio-1,2,3,6-tetrahydropyridine